(1R,2S)-2-(3-(methoxycarbonyl)phenyl)cyclopropane-1-carboxylic acid COC(=O)C=1C=C(C=CC1)[C@@H]1[C@@H](C1)C(=O)O